FC(C)(F)C1(NC(NC1=O)=O)C1=C(C=C(C(=O)O)C=C1)OC 4-[4-(1,1-difluoroethyl)-2,5-dioxoimidazolidin-4-yl]-3-methoxybenzoic acid